COC=1C=C(CNC[C@H](CN2C[C@H]3CCCC[C@H]3CC2)O)C=CC1 (3S,4aS,8aS)-2-[(R)-3-(3-methoxybenzylamino)-2-hydroxypropyl]decahydroisoquinoline